4-(4-((1R,5S)-3,8-diazabicyclo[3.2.1]octan-3-yl)-8-fluoro-2-(2,5-diazaspiro[3.4]octan-2-yl)quinazolin-7-yl)naphthalen-2-ol [C@H]12CN(C[C@H](CC1)N2)C2=NC(=NC1=C(C(=CC=C21)C2=CC(=CC1=CC=CC=C21)O)F)N2CC1(C2)NCCC1